1-(2,2-difluoroethyl)-N-{[3-(4-{[(3S,4R)-3-fluoro-1-methylpiperidin-4-yl]amino}-1-(2,2,2-trifluoroethyl)-1H-indol-2-yl)-1,2,4-oxadiazol-5-yl]methyl}-1H-imidazole-4-carboxamide FC(CN1C=NC(=C1)C(=O)NCC1=NC(=NO1)C=1N(C2=CC=CC(=C2C1)N[C@H]1[C@H](CN(CC1)C)F)CC(F)(F)F)F